(2R,3S)-2-(3-(6-(2-fluorophenyl)-1H-benzo[d]imidazol-1-yl)propyl)piperidin-3-ol FC1=C(C=CC=C1)C=1C=CC2=C(N(C=N2)CCC[C@H]2NCCC[C@@H]2O)C1